C(N)(=O)C=1C=C(C=CC1)NC(=O)[C@H]1O[C@@]([C@H]([C@H]1C1=C(C(=C(C=C1)F)F)OC(F)F)C)(C(F)(F)F)C (2S,3S,4S,5S)-N-(3-carbamoylphenyl)-3-[2-(difluoromethoxy)-3,4-difluoro-phenyl]-4,5-dimethyl-5-(trifluoromethyl)tetrahydrofuran-2-carboxamide